C=C(CCN1CC2=C3C(CCC2C1)N(C=C3)CCC(C=CC=C)=C)C=CC=C N,N'-bis(3-methylenehepta-4,6-dien-1-yl)hexahydropyrroloisoindole